C(C=1OC2=C(C1)C=CC=C2)([2H])([2H])[2H] 2-(methyl-d3)benzofuran